N[C@H](C1=NC2=C(N1)C=CC(=C2)[C@@H](C)NC(C[C@H](C(F)(F)F)C)=O)C2CCC(CC2)(F)F |o1:16| (R*)-N-((R)-1-(2-((S)-amino(4,4-difluorocyclohexyl)methyl)-1H-benzo[d]imidazol-5-yl)ethyl)-4,4,4-trifluoro-3-methylbutanamide